8-(7-(8-chloro-7-fluoronaphthalen-1-yl)-8-fluoro-2-(((2R,7aS)-2-fluorotetrahydro-1H-pyrrolizin-7a(5H)-yl)methoxy)pyrido[4,3-d]pyrimidin-4-yl)-2-oxa-5,8-diazaspiro[3.5]nonane ClC=1C(=CC=C2C=CC=C(C12)C1=C(C=2N=C(N=C(C2C=N1)N1CCNC2(COC2)C1)OC[C@]12CCCN2C[C@@H](C1)F)F)F